COC1=CC=C(C=C1)NC=O N-4-methoxyphenylformamide